The molecule is a tetrahydrofolyl glutamate consisting of a tetrahydrofolyl group linked via an amide bond to a poly(gamma-glutamyl chain) It has a role as a mouse metabolite. It is a conjugate acid of a tetrahydrofolyl-poly(glutamate) macromolecule. C1C(NC2=C(N1)N=C(NC2=O)N)CNC3=CC=C(C=C3)C(=O)NC(CCC(=O)NC(CCC(=O)O)C(=O)O)C(=O)O